3-hydroxypyrrolidine-1-carboxamide OC1CN(CC1)C(=O)N